(4,7-Dichloro-6-(4-((4-hydroxy-4-methylpiperidin-1-yl)methyl)phenyl)-2H-indazol-2-yl)-2-((R)-6-fluoro-6,7-dihydro-5H-pyrrolo[1,2-c]imidazol-1-yl)-N-(thiazol-2-yl)acetamide ClC=1C2=CN(N=C2C(=C(C1)C1=CC=C(C=C1)CN1CCC(CC1)(C)O)Cl)C(C(=O)NC=1SC=CN1)C1=C2N(C=N1)C[C@@H](C2)F